tris[2,4,6-trimethyl-3-(pyridin-3-yl)phenyl]borane CC1=C(C(=CC(=C1C=1C=NC=CC1)C)C)B(C1=C(C(=C(C=C1C)C)C=1C=NC=CC1)C)C1=C(C(=C(C=C1C)C)C=1C=NC=CC1)C